tert-butyl 4-(2-(6-nitro-1H-indazol-1-yl)ethyl)piperidine-1-carboxylate [N+](=O)([O-])C1=CC=C2C=NN(C2=C1)CCC1CCN(CC1)C(=O)OC(C)(C)C